(S)-2-(dimethylamino)-N-(1-(4-(4-isopropyl-5-(8-methyl-[1,2,4]triazolo[1,5-a]pyridin-6-yl)-1H-pyrazol-3-yl)phenyl)ethyl)-N-(oxetan-3-yl)acetamide CN(CC(=O)N(C1COC1)[C@@H](C)C1=CC=C(C=C1)C1=NNC(=C1C(C)C)C=1C=C(C=2N(C1)N=CN2)C)C